N-[2-(cyclopentyloxy)-4-fluorophenyl]-5-methyl-5H-pyrrolo[3,2-d]pyrimidin-4-amine C1(CCCC1)OC1=C(C=CC(=C1)F)NC=1C2=C(N=CN1)C=CN2C